CCCCCCCCCCCCCCCCCCCCCCCCC(C(=O)[O-])C(=O)SCCNC(=O)CCNC(=O)[C@@H](C(C)(C)COP(=O)([O-])OP(=O)([O-])OC[C@@H]1[C@H]([C@H]([C@@H](O1)N2C=NC3=C(N=CN=C32)N)O)OP(=O)([O-])[O-])O The molecule is the pentaanion of 2-carboxyhexacosanoyl-CoA arising from deprotonation of phosphate, diphosphate and carboxylic acid functions; major species at pH 7.3. It is a conjugate base of a 2-carboxyhexacosanoyl-CoA.